FC=1C=C(CN2C=C(C3=CC(=CC=C23)N)C#N)C=CC1 1-(3-fluorobenzyl)-5-amino-1H-indole-3-carbonitrile